2-(2-(4-(Difluoromethyl)-1-(2-(trifluoromethyl)phenyl)-1H-pyrazol-5-yl)-7-azaspiro[3.5]non-1-en-7-yl)-4-fluorobenzo[d]thiazol FC(C=1C=NN(C1C1=CC2(C1)CCN(CC2)C=2SC1=C(N2)C(=CC=C1)F)C1=C(C=CC=C1)C(F)(F)F)F